C1(=CC=CC=C1)P([C-]1C=CC=C1)C1=CC=CC=C1.[C-]1(C(=CC=C1)P(C1=CC=CC=C1)C1=CC=CC=C1)C(C)N.[Fe+2] 1-[1',2-Bis(diphenylphosphino)ferrocenyl]ethylamin